(7-((3-Fluoro-5-(trifluoromethyl)pyridin-2-yl)oxy)-2-azaspiro[3.5]nonan-2-yl)((1s,3s)-3-hydroxy-3-methylcyclobutyl)methanone FC=1C(=NC=C(C1)C(F)(F)F)OC1CCC2(CN(C2)C(=O)C2CC(C2)(C)O)CC1